BrC1=CC=C(C=C1)[C@](C)(C#C)C=1N=C(SC1)NC(C)=O (S)-N-(4-(2-(4-bromophenyl)but-3-yn-2-yl)thiazol-2-yl)acetamide